CN1[C@@H]([C@H](CC1=O)C(NCCOCCOCCOCCC(=O)OC(C)(C)C)=O)C=1C=NC=CC1 tert-butyl 1-((2S,3S)-1-methyl-5-oxo-2-(pyridin-3-yl)pyrrolidin-3-yl)-1-oxo-5,8,11-trioxa-2-azatetradecan-14-oate